rel-(3S)-5-[rel-(3R)-6-fluoro-3-methyl-5-[[4-methyl-6-(methylamino)pyrimidin-2-yl]amino]-2,3-dihydrobenzofuran-7-yl]-2,3,4,7-tetrahydro-1H-azepin-3-ol FC1=C(C2=C([C@H](CO2)C)C=C1NC1=NC(=CC(=N1)C)NC)C=1C[C@@H](CNCC1)O |o1:5,23|